CN1C(N(C=2C1=CC=1C(=NN=C(C1C2)N[C@H](C)C2=C(C(=CC=C2)C(CNC)(F)F)F)C)C)=O 1,3,8-trimethyl-5-[[(1R)-1-[3-[1,1-difluoro-2-(methylamino)ethyl]-2-fluoro-phenyl]ethyl]amino]imidazo[4,5-g]phthalazin-2-one